4-((3-(2-Cyclopropylthiazol-5-yl)phenyl)((trans-4-(6-(dimethylamino)pyridin-3-yl)cyclohexyl)methyl)carbamoyl)cyclohexyl (2-hydroxyethyl)trans-carbamate OCCNC(OC1CCC(CC1)C(N(C[C@@H]1CC[C@H](CC1)C=1C=NC(=CC1)N(C)C)C1=CC(=CC=C1)C1=CN=C(S1)C1CC1)=O)=O